NC1=CC=CC(=N1)C(=O)O 6-aminopyridine-2-carboxylic acid